ClC1=CC=C(C=C1)\C(=C(/CC)\C1=CC=CC=C1)\C1=CC=C(OCCN2CCN(CC2)C(=O)[O-])C=C1 (E)-4-(2-(4-(1-(4-chlorophenyl)-2-phenylbut-1-en-1-yl) phenoxy)ethyl)piperazine-1-carboxylate